methyl 1-(4-(1-(2-fluorophenyl)azetidin-3-yl)benzyl)piperidine-4-carboxylate FC1=C(C=CC=C1)N1CC(C1)C1=CC=C(CN2CCC(CC2)C(=O)OC)C=C1